rac-(RS)-2-(4-chloro-2-fluorophenyl)-4-methyl-3-(pyridin-4-yl)-4,5,6,7-tetrahydropyrazolo[1,5-a]pyrazine hydrochloride Cl.ClC1=CC(=C(C=C1)C1=NN2C([C@H](NCC2)C)=C1C1=CC=NC=C1)F |r|